ClC=1C(=CC(=C(C1)C1=CC=C2C(=CN=NC2=C1)NCC1=C(C=C(C=C1)OC)OC)OC)CCOC1OCCN1 7-[5-chloro-2-methoxy-4-[2-(oxazolidin-2-yloxy)ethyl]phenyl]-N-[(2,4-dimethoxyphenyl)methyl]cinnolin-4-amine